CC1=CC=C(C=N1)N1NC(C=C1)=O 2-(6-methylpyridin-3-yl)-5-oxopyrazoline